2-(4-((4-((1-methylcyclopropyl)amino)-5-(trifluoromethyl)pyrimidin-2-yl)amino)-1H-indazol-1-yl)acetonitrile CC1(CC1)NC1=NC(=NC=C1C(F)(F)F)NC1=C2C=NN(C2=CC=C1)CC#N